FC1=C(C=CC=C1)N1N=C(C=CC1=O)C(=O)O 1-(2-Fluorophenyl)-6-oxo-pyridazine-3-carboxylic acid